3-[4-(piperazin-1-yl)phenyl]piperidine-2,6-dione N1(CCNCC1)C1=CC=C(C=C1)C1C(NC(CC1)=O)=O